[4-[4-(2-methyl-5-ureido-phenyl)-2-pyridyl]-2-pyridyl]cyclopropanecarboxamide CC1=C(C=C(C=C1)NC(=O)N)C1=CC(=NC=C1)C1=CC(=NC=C1)C1(CC1)C(=O)N